NC1=CC=C(C=C1)CCNCC(O)C1=CC=CC=C1 2-((4-aminophenylethyl)amino)-1-phenylethanol